C[C@]12CC[C@@H](CC1=CC[C@@H]3[C@@H]2CC[C@]4([C@H]3C[C@H]([C@@H]4O)O)C)O 5-Androstenetriol